F[B-](F)(F)F.C(C)(C)C1=C(C(=CC=C1)C(C)C)N1CN(CC1)C1=C(C=CC=C1C(C)C)C(C)C 1,3-bis(2,6-diisopropylphenyl)-4,5-dihydroimidazole tetrafluoroborate